OC(CC(CC(CCCOCCCCCCOCOCOCCCCCCOCCCC(CC(CC(C)O)C)C)C)C)C 8-hydroxy-4,6-dimethylnonyloxyhexyloxymethyl ether